6-hydroxy-2-(6-n-propyl-2-pyridyl)-5-(trifluoromethyl)-4(3H)-pyrimidone OC1=C(C(NC(=N1)C1=NC(=CC=C1)CCC)=O)C(F)(F)F